O1CCN(CC1)C=1C=C(OC2=C(N=NN2)C(=O)O)C=CC1 5-(3-morpholinophenoxy)-1H-1,2,3-triazole-4-carboxylic acid